5-[(2S)-2-[(2R,5R)-5-(2-oxo-2-[4-[5-(trifluoromethyl)pyrimidin-2-yl]piperazin-1-yl]ethyl)oxolan-2-yl]pyrrolidin-1-yl]-4-(trifluoromethyl)-2,3-dihydropyridazin-3-one O=C(C[C@H]1CC[C@@H](O1)[C@H]1N(CCC1)C1=C(C(NN=C1)=O)C(F)(F)F)N1CCN(CC1)C1=NC=C(C=N1)C(F)(F)F